O=C1NC2(C(N1)=O)CCC(CC2)C2=C(OC1=C2C=CC=C1)C(=O)N (2,4-dioxo-1,3-diazaspiro[4.5]decane-8-yl)benzofuran-2-carboxamide